S-(4-chlorophenyl)4-chlorobenzothioate ClC1=CC=C(C=C1)S=C(C1=CC=C(C=C1)Cl)[O-]